(4-fluorobenzyl)pyridine-2,5-diamine FC1=CC=C(CC=2C(=NC=C(C2)N)N)C=C1